ClC=1C=C(C=CC1)C(C(OC(=O)N[C@H](C(=O)O)CC1CCCCC1)C1=CC=CC=C1)(F)F (2S)-2-(((2-(3-chlorophenyl)-2,2-difluoro-1-phenylethoxy)carbonyl)amino)-3-cyclohexylpropionic acid